4-((5-(4-(2,6-Dimethoxy-4-(2-Methyl-1-Oxo-1,2-Dihydro-2,7-Naphthyridin-4-Yl)Benzyl)Piperazin-1-Yl)-5-Oxopentyl)Oxy)-2-(2,6-Dioxopiperidin-3-Yl)Isoindoline-1,3-Dione COC1=C(CN2CCN(CC2)C(CCCCOC2=C3C(N(C(C3=CC=C2)=O)C2C(NC(CC2)=O)=O)=O)=O)C(=CC(=C1)C1=CN(C(C2=CN=CC=C12)=O)C)OC